(-)-α-menthyl-acetic acid C1(CC(C(CC1)C(C)C)CC(=O)O)C